C1(=CC=CC=C1)C(CC1=CC=CC=C1)=S 1,2-diphenylethanethione